ClC1=NC2=C(C(=CC(=C2C=N1)F)Cl)O 2,7-dichloro-5-fluoroquinazolin-8-ol